C(C)(C)(C)OC(=O)N1CC(C1)(C)[C@@](O)(C1=CC(=CC=C1)C=O)C1=CC=C(C=C1)C1CC1 3-[(S)-(4-Cyclopropyl-phenyl)-(3-formyl-phenyl)-hydroxy-methyl]-3-methyl-azetidine-1-carboxylic acid tert-butyl ester